vinyltris(β-methoxyethoxy)silane tert-butyl-N-[3-(5-formyl-2-furyl)phenyl]-N-methyl-carbamate C(C)(C)(C)OC(N(C)C1=CC(=CC=C1)C=1OC(=CC1)C=O)=O.C(=C)[Si](OCCOC)(OCCOC)OCCOC